ClC1=C(OC2(CCN(CC2)C2=CN=NC(=C2)Cl)C(=O)OC)C=CC=C1 methyl 4-(2-chlorophenoxy)-1-(6-chloropyridazin-4-yl)piperidine-4-carboxylate